1-{2-[acetyl(methyl)amino]ethyl}-2-({4-[2-(4-chloro-2-fluorophenyl)-2-methyl-1,3-benzodioxol-4-yl]piperidin-1-yl}methyl)-1H-benzimidazole-6-carboxylic acid C(C)(=O)N(CCN1C(=NC2=C1C=C(C=C2)C(=O)O)CN2CCC(CC2)C2=CC=CC=1OC(OC12)(C)C1=C(C=C(C=C1)Cl)F)C